CC(C(=NO)C)=NO Dimethyl-glyoxime